methyl 4-(4-(5-chloro-6-(4-(3-methyloxetan-3-yl)piperazin-1-yl)-1H-indazol-1-yl)-1H-pyrazol-1-yl)bicyclo[2.1.1]hexane-1-carboxylate ClC=1C=C2C=NN(C2=CC1N1CCN(CC1)C1(COC1)C)C=1C=NN(C1)C12CCC(C1)(C2)C(=O)OC